ethyl 2,3,5,6-tetramethyl-4-acetoxybenzoate CC1=C(C(=O)OCC)C(=C(C(=C1C)OC(C)=O)C)C